NCCCCCCCCOC1=CC=C2C=CC(OC2=C1)=O 7-((8-Aminooctyl)oxy)-2H-chromen-2-one